DIMETHYLCARBAMYL CHLORIDE CN(C(=O)Cl)C